NC1=CC=C(C(=N1)C1=C(C=C2C(=NC(=NC2=C1)OCC1(N(CC(C1)F)C)C)N1CCN(CC1)C(C=C)=O)Cl)C(F)(F)F 1-(4-(7-(6-amino-3-(trifluoromethyl)pyridin-2-yl)-6-chloro-2-((4-fluoro-1,2-dimethylpyrrolidin-2-yl)methoxy)quinazolin-4-yl)piperazin-1-yl)prop-2-en-1-one